(7-methyl-2-(methylthio)-8-oxo-7,8-dihydro-9H-purin-9-yl)cyclobutane-1-carbonitrile CN1C(N(C2=NC(=NC=C12)SC)C1(CCC1)C#N)=O